4-(1-methyl-3-phenyl-1H-pyrazol-4-yl)-7-(3-morpholinoprop-1-yn-1-yl)pyrido[3,2-d]pyrimidin-6-amine CN1N=C(C(=C1)C=1C2=C(N=CN1)C=C(C(=N2)N)C#CCN2CCOCC2)C2=CC=CC=C2